nickel bis(methylcyclopentadiene) CC1=CC=CC1.CC1=CC=CC1.[Ni]